5-methyl-4-(2-pyridyl)-1,2-oxazole CC1=C(C=NO1)C1=NC=CC=C1